NCC=1C=C(C=CC1)C1=CC(=CC(=C1)N1CCC2(CC2)CC1)COC1=C(C=CC=C1)CC(=O)O 2-(2-((3'-(aminomethyl)-5-(6-azaspiro[2.5]octane-6-yl)-[1,1'-biphenyl]-3-yl)methoxy)phenyl)acetic acid